FC1=C(C(=CC=C1)OC)C1=NC=CC2=C1CN(C2=O)C2=NC=C(C=C2)N2CCN(CC2)C(C)C 4-(2-fluoro-6-methoxyphenyl)-2-(5-(4-isopropylpiperazin-1-yl)pyridin-2-yl)-2,3-dihydro-1H-pyrrolo[3,4-c]pyridin-1-one